C(=O)C1=C(N(C2=CC(=CC=C12)C)C)C(=O)OC methyl 3-formyl-1,6-dimethyl-1H-indole-2-carboxylate